N-((1-aminoisoquinolin-6-yl)methyl)-5-chloro-2-{(3-{3-(dimethylamino)propoxy}benzyl)(methyl)amino}nicotinamide NC1=NC=CC2=CC(=CC=C12)CNC(C1=C(N=CC(=C1)Cl)N(C)CC1=CC(=CC=C1)OCCCN(C)C)=O